CN=C=N methylcarbodiimide